C(C)NC(NC=1OC(=CN1)CN1CCC(CC1)C=1C=CC(=NC1F)C(=O)NC)=O 5-(1-((2-(3-ethylureido)oxazol-5-yl)methyl)piperidin-4-yl)-6-fluoro-N-methylpicolinamide